2-[(Z)-methoxyimino]-methyl-acetamide CO\N=C(/C(=O)N)\C